3-(hydrazinocarbonyl)pyrrolidine-1-carboxylic acid benzyl ester C(C1=CC=CC=C1)OC(=O)N1CC(CC1)C(=O)NN